[N-](S(=O)(=O)C(F)(F)F)S(=O)(=O)C(F)(F)F.C(C=C)(=O)OCC[N+](CC1=CC=CC=C1)(C)C acryloxyethyldimethylbenzylammonium bis(trifluoromethanesulfonyl)imide salt